C12(CC3CC(CC(C1)C3)C2)NCCCCCSC2=C3C(N(C(C3=CC=C2)=O)C2C(NC(CC2)=O)=O)=O 4-((5-((adamantan-1-yl)amino)pentyl)thio)-2-(2,6-dioxopiperidin-3-yl)isoindoline-1,3-dione